C(=O)[O-].C(=O)[O-].C1=CC=CC2=CC3=CC=CC=C3C=C12.[Li+].[Li+] lithium anthracene diformate